COC1=C(C=CC(=C1)OC)CN(C)C1=NC(=NC2=C(N(N=C12)COCC[Si](C)(C)C)C1=CC=CC=C1)Cl [(2,4-dimethoxyphenyl)methyl]-N-methyl(5-chloro-3-phenyl-2-{[2-(trimethylsilyl)ethoxy]methyl}-2H-1,2,4,6-tetraazainden-7-yl)amine